Hexa-2,4-dienoic acid ethyl ester C(C)OC(C=CC=CC)=O